N-(5-((6-((R)-3-(3-fluorophenyl)isoxazolidine-2-yl)pyrimidine-4-yl)amino)-4-methoxy-2-(4-(4-methylpiperazine-1-yl)piperidine-1-yl)phenyl)acrylamide FC=1C=C(C=CC1)[C@@H]1N(OCC1)C1=CC(=NC=N1)NC=1C(=CC(=C(C1)NC(C=C)=O)N1CCC(CC1)N1CCN(CC1)C)OC